[Si](C)(C)(C(C)(C)C)OC[C@@H]1[C@H](CCC1)N(C(OC(C)(C)C)=O)C tert-butyl N-[(1S,2S)-2-[[tert-butyl(dimethyl)silyl]oxymethyl]cyclopentyl]-N-methyl-carbamate